N-cyclohexyl-2-(2,4-dichlorophenyl)imidazo[1,2-a]pyridin-3-amine C1(CCCCC1)NC1=C(N=C2N1C=CC=C2)C2=C(C=C(C=C2)Cl)Cl